C1(=C(C=CC=C1)C1=C2C=CC=CC2=C(C2=CC=CC=C12)B(O)O)C1=CC=CC=C1 (10-[1,1'-biphenyl]-2-yl-9-anthryl)boronic acid